2-(2-methoxypyridin-3-yl)pyrimidin-4-amine COC1=NC=CC=C1C1=NC=CC(=N1)N